ClC=1C=C(C=CC1F)NC1=NC=NC2=CC(=C(C=C12)NCC=1C=C2C(N(C(C2=CC1F)=O)C1C(NC(CC1)=O)=O)=O)O[C@@H]1COCC1 5-(((4-((3-chloro-4-fluorophenyl)amino)-7-(((S)-tetrahydrofuran-3-yl)oxy)quinazolin-6-yl)amino)methyl)-2-(2,6-dioxopiperidin-3-yl)-6-fluoroisoindoline-1,3-dione